CC(C(=O)NC1CCN(CC1)C)(COC1=CC=CC=C1)C 2,2-dimethyl-N-(1-methylpiperidin-4-yl)-3-phenoxypropionamide